ClC1=C(C=CC=C1)CS(=O)(=O)NC1=C(N=C(S1)C(F)(F)F)C(=O)O 5-{[(2-chlorophenyl)methyl]sulfonamido}-2-(trifluoromethyl)-1,3-thiazole-4-carboxylic acid